S(=O)(=O)(O)CCCN(CC#CC1=CC(=C(OCCCC2=C(N=CS2)C(=O)O)C=C1)F)CCCS(=O)(=O)O 5-[3-(4-{3-[bis(3-sulfopropyl)amino]prop-1-yn-1-yl}-2-fluorophenoxy)propyl]-1,3-thiazole-4-carboxylic acid